BrC1=CC=C(C=C1)C1=CC=2C(=C(N=NC2CC=2C=NC=CC2)C(=O)N)S1 2-(4-bromophenyl)-4-(3-pyridylmethyl)-thieno[2,3-d]pyridazine-7-carboxamide